(R)-N-(1-(3-amino-5-(trifluoromethyl)phenyl)ethyl)-8-methyl-4-(1-methylpiperidin-4-yl)-[1,3]dioxolo[4,5-h]quinazolin-6-amine NC=1C=C(C=C(C1)C(F)(F)F)[C@@H](C)NC=1N=C(N=C2C3=C(C(=CC12)C1CCN(CC1)C)OCO3)C